(1-isopropyl-1H-imidazol-4-yl)boronic acid C(C)(C)N1C=NC(=C1)B(O)O